(R)-3,3-difluoro-5-(2-methoxy-2-oxoethyl)piperidine-1-carboxylic acid benzyl ester C(C1=CC=CC=C1)OC(=O)N1CC(C[C@H](C1)CC(=O)OC)(F)F